((4'-(trifluoromethyl)-[1,1'-biphenyl]-4-yl)thio)-1H-1,2,3-triazole-4-carboxylic acid FC(C1=CC=C(C=C1)C1=CC=C(C=C1)SN1N=NC(=C1)C(=O)O)(F)F